OCC1=CC(=NN1CC(=O)OCC)[N+](=O)[O-] Ethyl 2-(5-(Hydroxymethyl)-3-nitro-1H-pyrazol-1-yl)acetate